CS(=O)(=NC1=NC(=NC(=C1)N1[C@@H](COCC1)C)[Sn](CCCC)(CCCC)CCCC)C (R)-dimethyl((6-(3-methylmorpholino)-2-(tributylstannyl)pyrimidin-4-yl)imino)-λ6-sulfanone